tetraisopropylethylene C(C)(C)C(=C(C(C)C)C(C)C)C(C)C